C(C)C(C(=O)OCC(O)CO)CCCC glyceryl (2-ethylhexanoate)